(R)-6-(pyridin-2-yl)chroman-3-amine dihydrochloride Cl.Cl.N1=C(C=CC=C1)C=1C=C2C[C@H](COC2=CC1)N